(3R,4R)-4-aminotetrahydrofuran N[C@@H]1CCOC1